1-(5-((2,4-dimethoxybenzyl) amino)-9-fluoro-8-methoxy-[1,2,4]triazolo[1,5-c]quinazolin-2-yl)-3-azabicyclo[3.1.0]hexane-3-carboxylate COC1=C(CNC2=NC=3C=C(C(=CC3C=3N2N=C(N3)C32CN(CC2C3)C(=O)[O-])F)OC)C=CC(=C1)OC